diphenylmethylene(cyclopentadienyl)(2,7-di-tert-butylfluoren-9-yl)hafnium dichloride [Cl-].[Cl-].C1(=CC=CC=C1)C(C1=CC=CC=C1)=[Hf+2](C1C2=CC(=CC=C2C=2C=CC(=CC12)C(C)(C)C)C(C)(C)C)C1C=CC=C1